6-(5-methoxypyridin-3-yl)-4,6-diazaspiro[2.4]heptane-5,7-dione COC=1C=C(C=NC1)N1C(NC2(CC2)C1=O)=O